C(C)(C)(C)OC(=O)N1[C@@H](COCC1)C=1C=C(C=C2CCN(CC12)C(=O)N1C2CC(C(C1)CC2)=O)Cl (3R)-3-(2-(2-oxo-5-azabicyclo[2.2.2]octane-5-carbonyl)-6-chloro-1,2,3,4-tetrahydroisoquinolin-8-yl)morpholine-4-carboxylic acid tert-butyl ester